4,5-dichlorobenzoic acid ClC1=CC=C(C(=O)O)C=C1Cl